4-nitrophenyl (2,2,3,3,4,4,5,5,5-nonafluoropentyl) carbonate C(OC1=CC=C(C=C1)[N+](=O)[O-])(OCC(C(C(C(F)(F)F)(F)F)(F)F)(F)F)=O